C(#N)C1=CC=C(C=C1)S(=O)(=O)NC=1C(=NN(C1C(=O)N[C@@H](C)C(C)(C)C)C)C1CCC(CC1)OC 4-((4-cyanophenyl)sulfonamido)-N-((S)-3,3-dimethylbutan-2-yl)-3-((1s,4R)-4-methoxycyclohexyl)-1-methyl-1H-pyrazole-5-carboxamide